N-(5-Fluoro-2-methoxy-4-(4-methylpiperazin-1-yl)phenyl)-7-((tetrahydrofuran-2-yl)methyl)-7H-pyrrolo[2,3-d]pyrimidin-2-amine FC=1C(=CC(=C(C1)NC=1N=CC2=C(N1)N(C=C2)CC2OCCC2)OC)N2CCN(CC2)C